CN1C(=NN=C1COC1=CC(=CC=C1)C(C)C)C1=NC=C(C=C1)N1N=NC(=C1)C1CCNCC1 2-(4-methyl-5-{[3-(propan-2-yl)phenoxy]methyl}-4H-1,2,4-triazol-3-yl)-5-[4-(piperidin-4-yl)-1H-1,2,3-triazol-1-yl]pyridine